deazacytosine C1C(=O)N=C(N)C=C1